methylsulfonyl-octane CS(=O)(=O)CCCCCCCC